C[C@H]1N(CC(C1)=O)C(=O)OCC1=CC=CC=C1 Benzyl (2R)-2-methyl-4-oxopyrrolidine-1-carboxylate